4-((4-amino-5-fluoropyrrolo[2,3-d]pyrimidin-7-yl)methyl)phenylphosphonic acid NC=1C2=C(N=CN1)N(C=C2F)CC2=CC=C(C=C2)P(O)(O)=O